S(=O)(=O)([O-])CCCC[N+]1=CN(C=C1)CCC[Si](OCC)(OCC)OCC 3-(4-sulfonatobutyl)-1-[3-(triethoxysilyl)propyl]-1H-imidazol-3-ium